(S)-2-(4-(6-((4-cyano-2-methoxybenzyl)oxy)pyridin-2-yl)-2,5-difluorobenzyl)-1-(4,4-dimethyltetrahydrofuran-3-yl)-1H-benzo[d]imidazole-6-carboxylic acid C(#N)C1=CC(=C(COC2=CC=CC(=N2)C2=CC(=C(CC3=NC4=C(N3[C@@H]3COCC3(C)C)C=C(C=C4)C(=O)O)C=C2F)F)C=C1)OC